N1(C=NC=C1)C1=CC=C(C=C1)N(C1=CC=C(C=C1)N1C=NC=C1)C1=CC=C(C=C1)N1C=NC=C1 tri(4-imidazole-1-yl-phenyl)amine